C(C)S(=O)(=O)C1=CC=CC=2C=3N(C(=NC12)N[C@H]1C(NCCCC1)=O)N=C(N3)C3=CC=C(C=C3)OC (3R)-3-{[7-(ethylsulfonyl)-2-(4-methoxyphenyl)[1,2,4]triazolo[1,5-c]quinazolin-5-yl]amino}azepan-2-one